C(C)(C)(C)OC(=O)NC1=CC=C(C=C1)[C@@H]1N(CCC[C@@H]1C(=O)OCC)C(C1=C(C=CC=C1C)F)=O ethyl (2R,3S)-2-[4-(tert-butoxycarbonylamino)phenyl]-1-(2-fluoro-6-methylbenzoyl)piperidine-3-carboxylate